2-(1,3-diazepin-2-ylidene)-1-(p-tolyl)ethanone N=1C(N=CC=CC1)=CC(=O)C1=CC=C(C=C1)C